tritylmercaptan C(C1=CC=CC=C1)(C1=CC=CC=C1)(C1=CC=CC=C1)S